pentafluorophenyl-sulfonate FC1=C(C(=C(C(=C1S(=O)(=O)[O-])F)F)F)F